C(C)(C)(C)OC(NCCOCCOCCN1N=CC(=C1)NC=1N=C(C2=C(N1)C=NN2C)NC2CCC(CC2)N2CCOCC2)=O.C(=CCCCCCCCCC)C2=CC=CC=C2 undec-1-en-1-yl-benzene Tert-butyl-N-[2-[2-[2-[4-[[1-methyl-7-[(4-morpholinocyclohexyl)amino]pyrazolo[4,3-d]pyrimidin-5-yl]amino]pyrazol-1-yl]ethoxy]ethoxy]ethyl]carbamate